C(C1=CC=CC=C1)OC=1C=C(C=CC1)N1CC2(C1)CN(C2)CC2CCN(CC2)C(=O)OC(C)(C)C tert-butyl 4-[[2-(3-benzyloxyphenyl)-2,6-diazaspiro[3.3]heptan-6-yl]methyl]piperidine-1-carboxylate